C(C(=C)C)(=O)OCCP(=O)=C(O)C[N+](C)(C)C (2-methacryloyloxyethyl-phosphorylcholine)